CC1=CC=C(C=C1)S(=O)(=O)OC1=NC(=NC2=C(C(=CC(=C12)C)Br)F)SCC 7-bromo-2-(ethylthio)-8-fluoro-5-methylquinazolin-4-yl 4-methylbenzenesulfonate